4-[(3-chloro-4-fluoro-phenyl)amino]-6-(piperidin-3-yloxy)-7-methoxy-quinazoline ClC=1C=C(C=CC1F)NC1=NC=NC2=CC(=C(C=C12)OC1CNCCC1)OC